(Z)-non-3-en-1-yl 3-ethyl-12-(8-((2-hexyldecanoyl) oxy) octyl)-8-oxo-9-oxa-3,7,12-triazaoctadecan-18-oate C(C)N(CC)CCCNC(OCCN(CCCCCC(=O)OCC\C=C/CCCCC)CCCCCCCCOC(C(CCCCCCCC)CCCCCC)=O)=O